1-(4-methoxybenzyl)piperidine-2,6-dione COC1=CC=C(CN2C(CCCC2=O)=O)C=C1